N-(3-fluoro-4-(1-methyl-6-(1-Boc-pyrazol-4-yl)-1H-indazol-5-yloxy)phenyl)-6-cyclopropyl-2-oxo-1-(4-fluorophenyl)-1,2-dihydropyridine-3-carboxamide FC=1C=C(C=CC1OC=1C=C2C=NN(C2=CC1C=1C=NN(C1)C(=O)OC(C)(C)C)C)NC(=O)C=1C(N(C(=CC1)C1CC1)C1=CC=C(C=C1)F)=O